bis(acetic acid) zinc [Zn].C(C)(=O)O.C(C)(=O)O